NC=1C(=NC(=C(N1)C=1OC=CN1)C=1C=CC=2N(C1)C(=CN2)C)C(=O)NCCN(C2=CC=CC=C2)C 3-amino-N-(2-(methyl(phenyl)amino)ethyl)-6-(3-methylimidazo[1,2-a]pyridin-6-yl)-5-(oxazol-2-yl)pyrazine-2-carboxamide